C(C)(C)(C)OC(=O)C=1COC2=CC=C(C=C2C1)F t-butyl-6-fluoro-2H-chromene-3-carboxylate